1-methyl-2-((methylsulfonyl)methyl)disulfane CSSCS(=O)(=O)C